NC1=C(C=CC(=C1)NCC1=CC=C(C=C1)O)NC(CCCC[C@@H](CF)F)=O (6S)-N-(2-Amino-4-((4-hydroxybenzyl)amino)phenyl)-6,7-difluoroheptanamid